Trimethylolphosphorus oxide C(O)P(CO)(CO)=O